O1CC=C(C=C1)C(C(=O)[O-])C(C)=O 2-(pyran-4-yl)-3-oxobutanoate